FC1=C(C=CC(=C1F)OC)C1=CN=C2N1C=CN=C2NC2=CC(=C(C=C2)C(=O)N2CCN(CC2)C(=O)[C@H]2NC[C@H](C2)O)C [4-[[3-(2,3-difluoro-4-methoxyphenyl)imidazo[1,2-a]pyrazin-8-yl]amino]-2-methylphenyl]-[4-[(2S,4S)-4-hydroxypyrrolidine-2-carbonyl]piperazin-1-yl]methanone